4-(tertiary butyl-dimethyl-silyl)oxo-1-butanol C(C)(C)(C)[Si](CCCC(O)=O)(C)C